bis(cyclopentadienyl)ethylzirconium chloride [Cl-].C1(C=CC=C1)C(C[Zr+3])C1C=CC=C1.[Cl-].[Cl-]